N-(3-chloro-2-methoxyphenyl)-2-([[3-(2-methoxy-2-methylpropoxy)pyridin-4-yl]methyl]amino)-6-oxocyclohex-1-ene-1-carbothioamide ClC=1C(=C(C=CC1)NC(=S)C1=C(CCCC1=O)NCC1=C(C=NC=C1)OCC(C)(C)OC)OC